4-[4-[2-(4-chlorophenyl)-2-hydroxy-2-phenyl-ethyl]piperazin-1-yl]-N-[3-nitro-4-(tetrahydropyran-4-ylmethylamino)phenyl]sulfonyl-2-(1H-pyrrolo[2,3-b]pyridin-5-yloxy)benzamide ClC1=CC=C(C=C1)C(CN1CCN(CC1)C1=CC(=C(C(=O)NS(=O)(=O)C2=CC(=C(C=C2)NCC2CCOCC2)[N+](=O)[O-])C=C1)OC=1C=C2C(=NC1)NC=C2)(C2=CC=CC=C2)O